(S)-N-(3-Chloro-4-fluorophenyl)-N-methyl-3-(6-methyl-4-(trifluoromethyl)pyridin-2-yl)-2-oxooxazolidine-4-carboxamide ClC=1C=C(C=CC1F)N(C(=O)[C@H]1N(C(OC1)=O)C1=NC(=CC(=C1)C(F)(F)F)C)C